C(CCCC)O pentane-ol